CC(C(=O)OCCCCN=C=O)=C 4-isocyanatobutyl 2-methylacrylate